C(C)(C)(C)N1C[C@H]2N(C3=C(OC2)C(=C(C=C3)N)C)CC1 |r| (±)-3-(T-butyl)7-methyl-8-amino-1,2,4a,5-tetrahydrobenzo[b]pyrazino[1,2-d][1,4]oxazine